COC(CCCCCC1C(C1)CCCCCCCCOCC(COCCCCCCCCC)N(C)C)=O methyl-6-(2-(8-(2-(dimethylamino)-3-(nonyloxy)propoxy)octyl)cyclopropyl)hexanoate